CS(=O)(=O)NCC(=O)N[C@H]1CN(C[C@H](C1)C)C1=C2C=CC=NC2=C(C=C1)C(F)(F)F 2-methanesulfonylamino-N-[(3R,5S)-5-methyl-1-(8-trifluoromethyl-quinolin-5-yl)-piperidin-3-yl]-acetamide